N-(4-(4-(1-(4,4-difluorocyclohexyl)-1H-pyrazol-3-yl)-1H-1,2,3-triazol-1-yl)-3-(7-azaspiro[3.5]nonan-7-yl)phenyl)-2-hydroxyethane-1-sulfonamide FC1(CCC(CC1)N1N=C(C=C1)C=1N=NN(C1)C1=C(C=C(C=C1)NS(=O)(=O)CCO)N1CCC2(CCC2)CC1)F